N-((4-hydroxypiperidin-4-yl)methyl)-5-(3-(5-(methoxymethyl)-2-(trifluoromethyl)benzyl)ureido)-1-phenyl-1H-pyrazole-3-carboxamide hydrochloride Cl.OC1(CCNCC1)CNC(=O)C1=NN(C(=C1)NC(=O)NCC1=C(C=CC(=C1)COC)C(F)(F)F)C1=CC=CC=C1